[Si](C)(C)(C(C)(C)C)OC1CCC(CC1)O (1r,4r)-4-((tert-butyldimethylsilyl)oxy)cyclohexanol